diselenide diacrylate C(C=C)(=O)[O-].C(C=C)(=O)[O-].[SeH-]=[Se]